C1(=CC=CC=C1)[C@@H]1N(C(OC1)=O)CCC(=O)Cl (4(S)-phenyloxazolidin-2-one-3-yl)propionyl chloride